1-((4-((4-cyanophenyl)amino)-6,7-dihydrothieno[3,2-d]pyrimidin-2-yl)thio)cyclobutane-1-carboxylic acid ethyl ester C(C)OC(=O)C1(CCC1)SC=1N=C(C2=C(N1)CCS2)NC2=CC=C(C=C2)C#N